C(C1=CC=CC=C1)OC1=C2C(=NC(=C1)C1=C(C=C(C(=C1)Cl)C(C)(C)C)C)CCC[S@@]2(=NC)=O |o1:29| rel-(R)-8-benzyloxy-6-(4-tert-butyl-5-chloro-2-methyl-phenyl)-1-methylimino-3,4-dihydro-2H-thiopyrano[3,2-b]pyridine 1-oxide